methyl 1-[(4-cyclopropylphenyl) methyl]-4-[2-(N-[3,3-difluorocyclohexyl] anilino)-2-oxo-ethyl]piperidine-4-carboxylate C1(CC1)C1=CC=C(C=C1)CN1CCC(CC1)(C(=O)OC)CC(=O)N(C1=CC=CC=C1)C1CC(CCC1)(F)F